N1,N1,N2,N2-tetramethyl-Ethane-1,2-diamine CN(CCN(C)C)C